lithium tetrakis(2-fluorophenyl)borate FC1=C(C=CC=C1)[B-](C1=C(C=CC=C1)F)(C1=C(C=CC=C1)F)C1=C(C=CC=C1)F.[Li+]